2-(4-(tert-Butyl)phenyl)-1H-benzo[d]imidazole-4-carboxylic acid C(C)(C)(C)C1=CC=C(C=C1)C1=NC2=C(N1)C=CC=C2C(=O)O